ClC=1C(=CC(=C(C1)NC(=O)N1[C@@H]2CC=3C(=NNC(C3)=O)[C@H]1CC2)F)C(NC2=CC=CC=C2)=O (6S,9R)-N-(5-chloro-2-fluoro-4-(phenylcarbamoyl)phenyl)-3-oxo-3,5,6,7,8,9-hexahydro-2H-6,9-epiminocyclohepta[c]pyridazine-10-carboxamide